IC=1C=C\C(\N(C1)C(C(=O)N)C)=N/S(=O)(=O)C1=CC=C(C)C=C1 (E)-2-(5-iodo-2-(tosylimino)pyridin-1(2H)-yl)propanamide